6-fluoro-4-iodo-3-methoxy-2-nitropyridine FC1=CC(=C(C(=N1)[N+](=O)[O-])OC)I